CC1=NC(=CC(=C1)C=1NC2=CC=C(C=C2C1CC)C1CCN(CC1)C(CNC)=O)C 1-(4-(2-(2,6-dimethylpyridin-4-yl)-3-ethyl-1H-indol-5-yl)piperidin-1-yl)-2-(methylamino)ethan-1-one